C(C)(C)(C)OC(=O)N1C[C@](CC1)(C)NC(C)C.N1C(=CC=2C=NC=CC21)CNC(C)=O N-((1H-pyrrolo[3,2-c]pyridin-2-yl)methyl)acetamide tert-butyl-(R)-3-(isopropylamino)-3-methylpyrrolidine-1-carboxylate